2-(2-Vinyloxyethoxy)ethyl-Acrylat C(=C)OCCOCCOC(C=C)=O